N-(4-(7-methoxy-2,2-dimethyl-2,3-dihydrobenzofuran-5-yl)thiazole-2-yl)-1-methyl-3-ethyl-4-chloro-5-pyrazoleformamide COC1=CC(=CC=2CC(OC21)(C)C)C=2N=C(SC2)NC(=O)C2=C(C(=NN2C)CC)Cl